triacontyl-naphthylamine C(CCCCCCCCCCCCCCCCCCCCCCCCCCCCC)NC1=CC=CC2=CC=CC=C12